C(C)OC1=CC(=NC=C1)C=1N=C(SC1)NC1=NC=CC(=C1)C 4-(4-ethoxypyridin-2-yl)-N-(4-methylpyridin-2-yl)thiazol-2-amine